N-(6-(4-fluorophenyl)-1H-pyrazolo[3,4-d]pyrimidin-4-yl)-5-nitrothiophene-2-carboxamide FC1=CC=C(C=C1)C1=NC(=C2C(=N1)NN=C2)NC(=O)C=2SC(=CC2)[N+](=O)[O-]